(R)-5-(4-chlorophenyl)-2-(4,4-difluoroazepan-1-yl)-4-methyl-N-(3-(S-methyl-N-(methylglycyl)sulfonimidoyl)phenyl)nicotinamide formate C(=O)O.ClC1=CC=C(C=C1)C=1C=NC(=C(C(=O)NC2=CC(=CC=C2)[S@@](=O)(=NC(CNC)=O)C)C1C)N1CCC(CCC1)(F)F